8-(methylthio)octyl isothiocyanate CSCCCCCCCCN=C=S